FC(C1=C(C=CC(=C1)C(F)(F)F)C(C)N1N=CC(=C1)NC(=O)C1=NC=CN=C1)(F)F N-(1-(1-(2,4-bis(trifluoromethyl)phenyl)ethyl)-1H-pyrazol-4-yl)pyrazine-2-carboxamide